C(C)[C@@H]1[C@H](C[C@H](N(C1)C1=CC(N(C=2C=CC(=NC12)C#N)C)=O)C)OC1=NC=C(C=C1)OC(C)C 8-((2R,4S,5S)-5-Ethyl-4-((5-isopropoxypyridin-2-yl)oxy)-2-methylpiperidin-1-yl)-5-methyl-6-oxo-5,6-dihydro-1,5-naphthyridin-2-carbonitril